CS(=O)(=O)C=1C=CC(=C(C(=O)O)C1)O[C@@H](C(F)(F)F)C |o1:14| (R)- or (S)-5-(methylsulfonyl)-2-((1,1,1-trifluoropropan-2-yl)oxy)benzoic acid